7-methyl-ketoquercetin CC1(C(C(=C2C(C(=C(OC2=C1)C1=CC(O)=C(O)C=C1)O)=O)O)=O)O